Cl[Pd-2](P(C(C)(C)C)(C(C)(C)C)C1=CC=C(C=C1)N(C)C)(P(C1=CC=C(C=C1)N(C)C)(C(C)(C)C)C(C)(C)C)Cl dichlorobis[di-tert-butyl-(p-dimethylaminophenyl)phosphino]Palladium (II)